benzyl (3S,6S,9aR)-6-((tert-butoxycarbonyl) amino)-5-oxodecahydro-1H-cyclopropa[d]pyrrolo[1,2-a]azocine-3-carboxylate C(C)(C)(C)OC(=O)N[C@H]1CC2C(C[C@@H]3N(C1=O)[C@@H](CC3)C(=O)OCC3=CC=CC=C3)C2